dodecanoyl-coenzyme A C(CCCCCCCCCCC)(=O)SCCNC(CCNC([C@@H](C(COP(OP(OC[C@@H]1[C@H]([C@H]([C@@H](O1)N1C=NC=2C(N)=NC=NC12)O)OP(=O)(O)O)(=O)O)(=O)O)(C)C)O)=O)=O